O1CCN(CC1)S(=O)(=O)/C=C/C1=CC2=C(N=C(S2)C=O)C=C1 (E)-6-(2-(morpholinosulfonyl)vinyl)benzo[d]thiazole-2-carbaldehyde